15a-hydroxycholestene O[C@H]1C[C@H]([C@@H](CCCC(=C)C)C)[C@]2(CC[C@@H]3[C@]4(CCCCC4CC[C@H]3[C@H]12)C)C